C(N)(OC(COCCOCCOCCNC(=O)C1=CC=C2C(OC3(C4=C(C=C(C=C4)N(C)C)[Si]4(CCCCC4)C4=C3C=CC(=C4)N(C)C)C2=C1)=O)C(C)(C)C)=O tert-butyl(1-(3',7'-bis(dimethylamino)-3-oxo-3H-dispiro[isobenzofuran-1,10'-dibenzo[b,e]siline-5',1''-silinan]-6-yl)-1-oxo-5,8,11-trioxa-2-azatridecan-13-yl) carbamate